CC(C=C)CC(CC)(C)C 3,5,5-trimethyl-1-Heptene